N(=[N+]=[N-])C1=C(C=C(CO)C=C1)OC 4-azido-3-methoxybenzyl alcohol